The molecule is a 2,3,5,6-tetrafluoro-4-methylbenzyl 3-[(1Z)-2-chloro-3,3,3-trifluoroprop-1-en-1-yl]-2,2-dimethylcyclopropanecarboxylate in which both of the stereocentres have S configuration. It is an enantiomer of a (Z)-(1R)-cis-tefluthrin. CC1=C(C(=C(C(=C1F)F)COC(=O)[C@H]2[C@H](C2(C)C)/C=C(/C(F)(F)F)\\Cl)F)F